3,4-dimethyl-3-hexyl acrylate C(C=C)(=O)OC(CC)(C(CC)C)C